OC[C@H]1O[C@H]([C@@H]([C@@H]2[C@H]1OC(O2)(C)C)NC(C)=O)OC N-((3aR,4R,6R,7R,7aR)-4-(Hydroxymethyl)-6-methoxy-2,2-dimethyltetrahydro-4H-[1,3]dioxolo[4,5-c]pyran-7-yl)acetamide